7-(1-hydroxy-3-methyl-7-pyrazol-1-yl-3,4-dihydro-2,5,1-benzodioxaborepin-8-yl)cinnolin-4-amine OB1OC(COC2=C1C=C(C(=C2)N2N=CC=C2)C2=CC=C1C(=CN=NC1=C2)N)C